4-amino-N-cyclobutyl-7-fluoro-N-((1'-methyl-3H-spiro[benzofuran-2,4'-piperidin]-5-yl)methyl)-1,3-dihydrofuro[3,4-c]quinoline-8-carboxamide NC1=NC=2C=C(C(=CC2C2=C1COC2)C(=O)N(CC=2C=CC1=C(CC3(CCN(CC3)C)O1)C2)C2CCC2)F